SCCC[Si](OC)(OC)C 3-Mercaptopropylmethyldimethoxysilane